C(CC)OC(NC1=C(C=C(C=C1)NCC1=C(C2=C(S1)C=CC(=C2)N(C)C)C)C)=O {4-[(5-Dimethylamino-3-methyl-benzo[b]thiophen-2-ylmethyl)-amino]-2-methylphenyl}-carbamic acid propyl ester